The molecule is the fumaric acid salt of clemastine. An antihistamine with antimuscarinic and moderate sedative properties, it is used for the symptomatic relief of allergic conditions such as rhinitis, urticaria, conjunctivitis and in pruritic (severe itching) skin conditions. It has a role as a H1-receptor antagonist, an anti-allergic agent, a muscarinic antagonist and an antipruritic drug. It contains a clemastine. C[C@@](C1=CC=CC=C1)(C2=CC=C(C=C2)Cl)OCC[C@H]3CCCN3C.C(=C/C(=O)O)\\C(=O)O